Racemic-3-(3-chloro-4-fluorophenyl)-1-(1-(8-fluoro-1-oxo-1,2-dihydroisoquinolin-4-yl)ethyl)-1-methylurea ClC=1C=C(C=CC1F)NC(N(C)[C@H](C)C1=CNC(C2=C(C=CC=C12)F)=O)=O |r|